O\N=C(\C1=NN(C=2C(N(CCC21)CC2(CC2)S(=O)(=O)C(CO[Si](C(C)C)(C(C)C)C(C)C)(C)C)=O)C)/Cl (Z)-N-Hydroxy-1-methyl-6-((1-((2-methyl-1-((triisopropylsilyl)oxy)propan-2-yl)sulfonyl)cyclopropyl)methyl)-7-oxo-4,5,6,7-tetrahydro-1H-pyrazolo[3,4-c]pyridine-3-carbimidoyl chloride